(4,4-difluoro-1-hydroxycyclohexyl)-2-mercaptoacetic acid tert-butyl ester C(C)(C)(C)OC(C(S)C1(CCC(CC1)(F)F)O)=O